O=C1N(C(C2=CC=CC=C12)=O)C[C@H]1N(CCC2=CC=CC(=C12)OCC1=CC=NN1C(=O)OC(C)(C)C)C(=O)[C@H]1[C@H](CCCC1)C(NC)=O tert-Butyl 5-((((S)-1-((1,3-dioxoisoindolin-2-yl)methyl)-2-((1R,2S)-2-(methylcarbamoyl)cyclohexane-1-carbonyl)-1,2,3,4-tetrahydroisoquinolin-8-yl)oxy)methyl)-1H-pyrazole-1-carboxylate